(3R)-2-oxido-1,2-dithiol O=S1SC=CC1